[5-(3-cyclobutoxyphenyl)-1-(2-methylphenyl)-1H-pyrazol-3-yl]methanol C1(CCC1)OC=1C=C(C=CC1)C1=CC(=NN1C1=C(C=CC=C1)C)CO